C(C)(=O)NC=1N=C2N(N=C(C=C2)C=2C=CC(=C(C(=O)N[C@H](C)C3=C(C=CC(=C3)OC(F)(F)F)F)C2)C)C1 (R)-5-(2-acetamidoimidazo[1,2-b]pyridazin-6-yl)-N-(1-(2-fluoro-5-(trifluoromethoxy)phenyl)ethyl)-2-methylbenzamide